N-[(3R)-1-[4-[4-[[(1-tert-butyltriazole-4-carbonyl)amino]methyl]-3-methylphenyl]-5-fluoro-3-pyridinyl]-3-piperidinyl]-N-methyl-carbamic acid tert-butyl ester C(C)(C)(C)OC(N(C)[C@H]1CN(CCC1)C=1C=NC=C(C1C1=CC(=C(C=C1)CNC(=O)C=1N=NN(C1)C(C)(C)C)C)F)=O